C(C)(=O)N1[C@H](CN([C@@H](C1)CF)C(C=C)=O)C1=CC(=NC(=C1)Cl)C1=CC(=NC(=C1)F)C(=O)NC trans-4-(1-acetyl-4-acryloyl-5-(fluoromethyl)piperazin-2-yl)-6-chloro-6'-fluoro-N-methyl-[2,4'-bipyridine]-2'-carboxamide